C(#N)C[C@@H]1[C@H]([C@H]1C=1N=CN(C1)C(C1=CC=CC=C1)(C1=CC=CC=C1)C1=CC=CC=C1)C(=O)O (1R,2S,3S)-2-(cyanomethyl)-3-[1-(triphenylmethyl)-1H-imidazol-4-yl]cyclopropane-1-carboxylic acid